N1(CCCC1)C(=O)OOS(=O)(=O)C1=CC=C(C=C1)C ((4-methylbenzenesulfonyl) oxy) pyrrolidine-1-carboxylate